benzyl (2S*,3S*)-2-benzyl-3-hydroxy-3-methylpyrrolidin-1-carboxylate C(C1=CC=CC=C1)[C@@H]1N(CC[C@]1(C)O)C(=O)OCC1=CC=CC=C1 |o1:7,11|